FC1=C(C=CC(=C1)F)C(C)(C)O 2-(2,4-difluorophenyl)propan-2-ol